N(=[N+]=[N-])C=1C(=CC2=C(O[C@@H](C(N2)=O)C)N1)C(F)(F)F (R)-6-azido-3-methyl-7-(trifluoromethyl)-1H-pyrido[2,3-b][1,4]oxazin-2(3H)-one